N-(3-(diethylamino)propyl)-2-morpholinylbenzo[d]imidazo[2,1-b]thiazole-7-carboxamide formate C(=O)O.C(C)N(CCCNC(=O)C1=CC2=C(N3C(S2)=NC(=C3)N3CCOCC3)C=C1)CC